5-iodo-1-(oxetan-2-ylmethyl)-1H-benzo[d]imidazole IC1=CC2=C(N(C=N2)CC2OCC2)C=C1